(S)-2-(2'-chloro-4-(3-(5-(trifluoromethyl)pyridin-2-yloxy)pyrrolidin-1-yl)biphenyl-3-yl)ethanol ClC1=C(C=CC=C1)C1=CC(=C(C=C1)N1C[C@H](CC1)OC1=NC=C(C=C1)C(F)(F)F)CCO